(S) and (R)-2-((4-chlorophenylethyl)amino)-N-(4-(4-methyl-1H-imidazol-1-yl)phenyl)-2-phenylacetamide ClC1=CC=C(C=C1)CCN[C@H](C(=O)NC1=CC=C(C=C1)N1C=NC(=C1)C)C1=CC=CC=C1 |r|